Sodium octylphenol C(CCCCCCC)C1=C(C=CC=C1)O.[Na]